C1=CC=C2C=C3C=C4C=C5C(=CC4=CC3=CC2=C1)C=CC=C5F fluoropentacene